C1NCC12OCCN(C2)CCN2C1=C(N(C([C@H](CC2)NC2=C(C#N)C(=CC(=N2)C)C(F)(F)F)=O)C)C=CC=C1F (S)-2-((6-(2-(5-oxa-2,8-diazaspiro[3.5]nonan-8-yl)ethyl)-7-fluoro-1-methyl-2-oxo-1,2,3,4,5,6-hexahydrobenzo[b][1,4]diazocine-3-yl)amino)-6-methyl-4-(trifluoromethyl)nicotinonitrile